Cl.NC/C(/CN1N=CN(C1=O)CC=1SC(=CC1)C1=CC(=CC=C1)S(=O)(=O)N1CCCC1)=C\F 2-[(2E)-2-(aminomethyl)-3-fluoroprop-2-en-1-yl]-4-({5-[3-(pyrrolidin-1-ylsulfonyl)phenyl]thiophen-2-yl}methyl)-2,4-dihydro-3H-1,2,4-triazol-3-one hydrochloride